C1(CCC1)(CO)CO 1,1-cyclobutanedimethanol